4-(5-cyanopyridin-2-yl)-N-(5-hydroxypyridin-2-yl)piperazine-1-carboxamide C(#N)C=1C=CC(=NC1)N1CCN(CC1)C(=O)NC1=NC=C(C=C1)O